N-((1-(2,6-dioxopiperidin-3-yl)-2-oxo-1,2-dihydrobenzo[cd]indol-6-yl)methyl)-7-(piperidin-1-yl)heptanamide O=C1NC(CCC1N1C(C2=C3C(C(=CC=C13)CNC(CCCCCCN1CCCCC1)=O)=CC=C2)=O)=O